C(C)C(C(=O)OOOC(C)(C)C)CCCC t-butylperoxy (2-ethylhexanoate)